COC1=C2C(NC(=NC2=CC(=C1)OC)C1=CC=C(C=C1)N1CCC(CC1)CN1CCC(CC1)C=1C=C2C(N(C(C2=CC1F)=O)C1C(NC(CC1)=O)=O)=O)=O 5-(1-((1-(4-(5,7-dimethoxy-4-oxo-3,4-dihydroquinazolin-2-yl)phenyl)piperidin-4-yl)methyl)piperidin-4-yl)-2-(2,6-dioxopiperidin-3-yl)-6-fluoroisoindoline-1,3-dione